6-(6-Methoxypyridazin-3-yl)-5-thioxo-5,6-dihydrothiazolo[4,5-d]pyrimidin-7(4H)-one COC1=CC=C(N=N1)N1C(NC2=C(C1=O)SC=N2)=S